C1(CCC1)C1=CC(=C(C=C1F)N1C(C=CC2=CC(=CC=C12)S(=O)(=O)NC1=NC=CC=N1)=O)OC (P)-1-(4-cyclobutyl-5-fluoro-2-methoxyphenyl)-2-oxo-N-(pyrimidin-2-yl)-1,2-dihydroquinoline-6-sulfonamide